BrC1=CC(=CC=2NC(C(OC21)(C)C)=O)S(=O)(=O)C 8-bromo-2,2-dimethyl-6-(methylsulfonyl)-2H-1,4-benzoxazin-3(4H)-one